C1(CC1)N1N=C2N(C(N([C@@H](C2=C1)C)C1CCN(CC1)C=1C(=NC=CC1C)OC)=O)CC1=C(C=CC=C1)C(F)(F)F (R)-2-cyclopropyl-5-(2'-methoxy-4'-methyl-3,4,5,6-tetrahydro-2H-[1,3']bipyridinyl-4-yl)-4-methyl-7-(2-trifluoromethyl-benzyl)-2,4,5,7-tetrahydro-pyrazolo[3,4-d]pyrimidin-6-one